(Z)-[(2-chloro-5-fluorophenyl)methylidene][(4-methoxyphenyl)methyl]amine ClC1=C(C=C(C=C1)F)\C=N/CC1=CC=C(C=C1)OC